7-(Ethyl-(tetrahydro-2H-pyran-4-yl)amino)-6-methylpyrazolo[1,5-a]Pyrimidine-5-carboxylic acid ethyl ester C(C)OC(=O)C1=NC=2N(C(=C1C)N(C1CCOCC1)CC)N=CC2